O1COC2=C1C=CC(=C2)NC2=NC=C(C(=N2)N2C=C(C=C2)C(=O)N[C@H](COC)C2=CC=CC=C2)C (S)-1-(2-(benzo[d][1,3]dioxol-5-ylamino)-5-methylpyrimidin-4-yl)-N-(2-methoxy-1-phenylethyl)-1H-pyrrole-3-carboxamide